1-methyl-6-oxo-1,6-dihydropyridazine CN1N=CC=CC1=O